(4,4-difluoropiperidin-1-yl)-5-(methylsulfonyl)aniline FC1(CCN(CC1)NC1=CC=CC(=C1)S(=O)(=O)C)F